1-(2-chloro-5-(5,5-difluoro-2,7-diazaspiro[3.5]nonane-7-carbonyl)phenyl)dihydropyrimidine-2,4(1H,3H)-dione trifluoroacetate FC(C(=O)O)(F)F.ClC1=C(C=C(C=C1)C(=O)N1CC(C2(CNC2)CC1)(F)F)N1C(NC(CC1)=O)=O